methyl 3-(cyclopropylsulfonyl)-4-((1-(methylsulfonyl)piperidin-4-yl)-methoxy)benzoate C1(CC1)S(=O)(=O)C=1C=C(C(=O)OC)C=CC1OCC1CCN(CC1)S(=O)(=O)C